9-bromo-2-iodo-5,6-dihydrobenzo[f]Imidazo[1,2-d][1,4]Oxazepin BrC1=CC2=C(C=3N(CCO2)C=C(N3)I)C=C1